2-chloro-6-[5-[(6-methylpyridazin-3-yl)amino]benzimidazol-1-yl]pyridine-3-carbonitrile ClC1=NC(=CC=C1C#N)N1C=NC2=C1C=CC(=C2)NC=2N=NC(=CC2)C